ethyl 4-(2,2-difluoroethoxy)isoxazole-3-carboxylate FC(COC=1C(=NOC1)C(=O)OCC)F